C(CCCC)C(CCOC(CCCC(=O)O)=O)CCCCC.ONC(C1=CC=C(C=C1)CN1C(C(C2=CC(=CC=C12)Cl)=O)=O)=O N-hydroxy-4-((5-chloroindole-2,3-dione-1-yl)methyl)benzamide (3-pentyloctyl)pentanedioate